C(CCCCC)C1C2(NC(CO2)(C)CO)CCC1 (6-hexyl-3-methyl-1-oxa-4-azaspiro[4.4]non-3-yl)methanol